CC=1NC(=C(C(C1C(=O)OC(C)C)C1=CC(=C2C=CC=CC=C12)C(=O)OC)C(=O)OC(C)C)C 2,6-dimethyl-4-(3-methoxycarbonyl-1-azulenyl)-3,5-diisopropyloxycarbonyl-1,4-dihydropyridine